COC(=O)[C@@H]1NCC[C@@H]1O[Si](C1=CC=CC=C1)(C1=CC=CC=C1)C(C)(C)C (2R,3S)-3-((tert-butyldiphenylsilyl)oxy)pyrrolidine-2-carboxylic acid methyl ester